3-bromo-1-(3-chloro-2-pyridinyl)-N-(2-ethyl-1,1-dioxo-3-oxo-3,4-dihydro-2H-benzo[e][1,2,4]thiadiazinyl)-1H-pyrazole-5-carboxamide BrC1=NN(C(=C1)C(=O)NN1C(N(S(C2=C1C=CC=C2)(=O)=O)CC)=O)C2=NC=CC=C2Cl